C1(CC1)OC=1C=NC=CC1COC=1C(=NC=C(N1)C1=CC(=C2CCN(CC2=C1)C)C)N ((3-Cyclopropoxypyridin-4-yl)methoxy)-5-(2,5-dimethyl-1,2,3,4-tetrahydroisoquinolin-7-yl)pyrazin-2-amine